C(C=C)(=O)N1C[C@@H]2COC3=C(C(N2CC1)=O)C(=NC(=C3Cl)C3=C(C=CC=C3O)F)N3C([C@H](CC3)OC)(C)C (6aR)-8-acryloyl-4-chloro-3-(2-fluoro-6-hydroxyphenyl)-1-((S)-3-methoxy-2,2-dimethylpyrrolidin-1-yl)-6,6a,7,8,9,10-hexahydro-12H-pyrazino[2,1-c]pyrido[3,4-f][1,4]oxazepin-12-one